N-(2,6-Dioxopiperidin-3-yl)-2,3-dihydro-1H-indene-1-carboxamide O=C1NC(CCC1NC(=O)C1CCC2=CC=CC=C12)=O